The molecule is a purine 2'-deoxyribonucleoside 5'-triphosphate having guanine as the nucleobase. It has a role as a human metabolite, a Saccharomyces cerevisiae metabolite, an Escherichia coli metabolite and a mouse metabolite. It is a purine 2'-deoxyribonucleoside 5'-triphosphate, a guanyl deoxyribonucleotide and a deoxyguanosine phosphate. It is a conjugate acid of a dGTP(3-). C1[C@@H]([C@H](O[C@H]1N2C=NC3=C2N=C(NC3=O)N)COP(=O)(O)OP(=O)(O)OP(=O)(O)O)O